[Cl-].C(CCCCCCCCCCCCCCCCC)[N+](CCC[Si](C)(C)CCCCCCCCCCCCCCCCCC)(C)C octadecyldimethyl-[3-(octadecyldimethylsilyl)propyl]ammonium chloride